[Si](C1=CC=CC=C1)(C1=CC=CC=C1)(C(C)(C)C)OC[C@@H]1O[C@H]([C@@H]([C@H]1N1N=NC2=C1N=C(N=C2Cl)SCCC)F)C(OC)OC 3-((2R,3S,4R,5S)-2-(((tert-butyldiphenylsilyl)oxy)methyl)-5-(dimethoxymethyl)-4-fluorotetrahydrofuran-3-yl)-7-chloro-5-(propylthio)-3H-[1,2,3]triazolo[4,5-d]pyrimidine